C(=O)(O)CCC(=O)C1=CC2=C(S1)C=C(C(=C2)CCCOC2=C(C=C1C(=N2)C=C(S1)C(CCC(=O)O)=O)OC)OC 4-(5-(3-(2-(3-carboxypropanoyl)-6-methoxybenzo[b]thiophen-5-yl)propoxy)-6-methoxythieno[3,2-b]pyridin-2-yl)-4-oxobutanoic acid